C1(CC1)N1N=CC(=C1)C=1C=NC(=C(C(=O)NC=2C=C(C=CC2)[S@](=O)(C)=NC(OC(C)(C)C)=O)C1C)N1CCC(CCC1)(F)F tert-butyl (R)-((3-(5-(1-cyclopropyl-1H-pyrazol-4-yl)-2-(4,4-difluoroazepan-1-yl)-4-methylnicotinamido)phenyl)(methyl)(oxo)-λ6-sulfaneylidene)carbamate